N1C(=NC2=C1C=CC=C2)C2=CC=C(C=C2)S(=O)(=O)NC2CCCCC2 4-(1H-benzo[d]imidazol-2-yl)-N-cyclohexylbenzene-sulfonamide